O1C(=CC=C1C(=O)OCCCCCCCCCC)C(=O)OCCCCCCCCCC didecyl 2,5-furandicarboxylate